ClC(C(O[C@@H]1[C@H](O[C@H]2[C@H](OC(C3=CC=CC=C3)=O)[C@@H](OC(C3=CC=CC=C3)=O)[C@H](OC(C3=CC=CC=C3)=O)[C@H](O2)COC(C2=CC=CC=C2)=O)[C@@H](O[C@H]2[C@H](OC(C3=CC=CC=C3)=O)[C@@H](OC(C3=CC=CC=C3)=O)[C@H](OC(C3=CC=CC=C3)=O)[C@H](O2)COC(C2=CC=CC=C2)=O)[C@H](OCC2=CC=CC=C2)[C@H](O1)COCC1=CC=CC=C1)=N)(Cl)Cl 2,3-di-O-(2,3,4,6-tetra-O-benzoyl-β-D-glucopyranosyl)-4,6-di-O-benzyl-α-D-glucopyranosyl trichloroacetimidate